N[C@H](C(=O)NC1=CC(=C(C=C1)OC1=C(C=C(C=C1)F)F)C=1C2=C(C(N(C1)C)=O)N(C=C2)S(=O)(=O)C2=CC=C(C)C=C2)CC (S)-2-amino-N-(4-(2,4-difluorophenoxy)-3-(6-methyl-7-oxo-1-tosyl-6,7-dihydro-1H-pyrrolo[2,3-c]pyridin-4-yl)phenyl)butyramide